2-methoxybenzo[1,3]dioxole COC1OC2=C(O1)C=CC=C2